C(#N)/C(/C(=O)N)=C\C1=CC=CC=C1 (E)-alpha-cyano-beta-phenyl-acrylamide